COC(=O)C=1N(S(C2=C(C1O)C=CC=C2)(=O)=O)C 4-hydroxy-2-methyl-2H-1,2-benzothiazine-3-carboxylic methyl ester-1,1-dioxide